ClC=1C=NN(C1C1=NN2C(N(CCC2)CC2=CC(=C(C=C2)C=2N(C=C(N2)C(F)(F)F)C(C)C)F)=C1)C(C)C 2-(4-chloro-1-isopropyl-1H-pyrazol-5-yl)-4-(3-fluoro-4-(1-isopropyl-4-(trifluoromethyl)-1H-imidazol-2-yl)benzyl)-4,5,6,7-tetrahydropyrazolo[1,5-a]pyrimidine